rel-(1S,6S,7S)-N-[2-(methylcarbamoyl)phenyl]-2-oxabicyclo[4.1.0]heptane-7-carboxamide CNC(=O)C1=C(C=CC=C1)NC(=O)[C@H]1[C@@H]2CCCO[C@H]12 |o1:13,14,19|